5-methoxy-4-benzylthio-3-bromo-2(5H)furanone COC1C(=C(C(O1)=O)Br)SCC1=CC=CC=C1